C(C)(C)(C)OC(=O)NCCCN1N=C2C=CC(=CC2=C1)OC[C@H](C(=O)OC(C)(C)C)O (R)-tert-butyl 3-((2-(3-((tert-butoxycarbonyl)-amino) propyl)-2H-indazol-5-yl) oxy)-2-hydroxypropionate